C(CCCCCCCCCCCCCCCCCCCCC)N(CCO)CCC behenyl-propylhydroxyethyl-amine